4-(6-(2-((tert-butyldiphenylsilyl)oxy)-6-fluorophenyl)-7-chloro-4-(phenylamino)phthalazin-1-yl)piperazine-1-carboxylic acid tert-butyl ester C(C)(C)(C)OC(=O)N1CCN(CC1)C1=NN=C(C2=CC(=C(C=C12)Cl)C1=C(C=CC=C1F)O[Si](C1=CC=CC=C1)(C1=CC=CC=C1)C(C)(C)C)NC1=CC=CC=C1